N,N-diethyl-3-methoxypyridine-2-amide C(C)N(C(=O)C1=NC=CC=C1OC)CC